C1(=CC=CC=C1)C1=CC=CC(=N1)C1=NC=CC=C1.[Pd+2] Palladium(II) 6-phenyl-2,2'-bipyridine